CN(CCCC(=O)NC1=C(C=CC(=C1)OC1=CC(=CC(=C1)NS(=O)(=O)C)C=1C(=NOC1C)C)C)C 4-(dimethylamino)-N-(5-(3-(3,5-dimethylisoxazol-4-yl)-5-(methylsulfonamido)phenoxy)-2-methylphenyl)butanamide